2-mercapto-ethanesulfonate sodium salt [Na+].SCCS(=O)(=O)[O-]